C1CCC2=C(C=3CCCC3C=C12)NC(=O)N[C@@H](C(=O)OC)CC1=CC(=CC=C1)N1C(CCC1)=O methyl (2R)-2-{[(1,2,3,5,6,7-hexahydro-s-indacen-4-yl)carbamoyl]amino}-3-[3-(2-oxopyrrolidin-1-yl)phenyl]propanoate